Cl.C(#N)C=1C(=NC=C(C1C1=CC(=C(C=C1)C#N)F)C1=CC(=C(C=C1)OC)O)N1CCC(CC1)NS(=O)(=O)C=1C=C(C=CC1)/C=C/C(=O)NO (E)-3-(3-(N-(1-(3-Cyano-4-(4-cyano-3-fluorophenyl)-5-(3-hydroxy-4-methoxyphenyl)pyridin-2-yl)piperidin-4-yl)sulfamoyl)phenyl)-N-hydroxyacrylamide hydrochloride